CCCCOC(=O)CCC n-Butyl Butyrate